2-amino-4-((1-((2,4-dimethoxybenzyl)amino)-2-methylhexan-2-yl)amino)-6-methylpyrido[4,3-d]pyrimidin-5(6H)-one NC=1N=C(C2=C(N1)C=CN(C2=O)C)NC(CNCC2=C(C=C(C=C2)OC)OC)(CCCC)C